1-(o-tolyl)cyclopropanecarbonyl chloride C1(=C(C=CC=C1)C1(CC1)C(=O)Cl)C